N-{6-[(3-cyclopropyl-1H-pyrazol-5-yl)amino]-5-methoxy-1,2-benzoxazol-3-yl}-2,6-dimethoxy-4-(pyrimidin-2-yl)benzene-1-sulfonamide C1(CC1)C1=NNC(=C1)NC1=CC2=C(C(=NO2)NS(=O)(=O)C2=C(C=C(C=C2OC)C2=NC=CC=N2)OC)C=C1OC